4-(9-methyl-2-(4-phenyl-1H-1,2,3-triazol-1-yl)-8-(pyridin-4-yl)-9H-purin-6-yl)morpholine CN1C2=NC(=NC(=C2N=C1C1=CC=NC=C1)N1CCOCC1)N1N=NC(=C1)C1=CC=CC=C1